4-[2-(1-isopropyl-4-piperidyl)ethyl]piperidin C(C)(C)N1CCC(CC1)CCC1CCNCC1